C1=CC=CC=2OC3=CC=CC=C3CC12 [9H]xanthen